trans-3-octadecene-1,2-dicarboxylic acid anhydride C1C(\C=C\CCCCCCCCCCCCCC)C(=O)OC1=O